FC(S(=O)(=O)OC1=C[C@H](CCO1)C=1N=C(C=2N(C(C(=C(N2)C)C)=O)C1)C1=C(C=C(C=C1)F)F)(F)F (S)-4-(9-(2,4-Difluorophenyl)-2,3-dimethyl-4-oxo-4H-pyrazino[1,2-a]pyrimidin-7-yl)-3,4-dihydro-2H-pyran-6-yl trifluoromethanesulfonate